2,3-dibromobenzonitrile BrC1=C(C#N)C=CC=C1Br